C(C)OC1=CC(=NC=N1)C=1SC(=C(N1)CC)C(=O)O 2-(6-Ethoxypyrimidin-4-yl)-4-ethylthiazole-5-carboxylic Acid